ClC=1C=CC(=C(C1)O)C1=C2C(=C(N=N1)N[C@H]1COCC1(C)C)C=NC=C2 (R)-5-chloro-2-(4-((4,4-dimethyltetrahydrofuran-3-yl)amino)pyrido[3,4-d]pyridazin-yl)phenol